NC(CNC(=O)C1=NC(=CN=C1)C=1NC2=CC=C(C=C2C1C)Cl)(C)C N-(2-amino-2-methylpropyl)-6-(5-chloro-3-methyl-1H-indol-2-yl)pyrazine-2-carboxamide